6-hydroxy-2-(4-methoxybenzyl)-4-(1,4-dioxaspiro[4.5]dec-7-en-8-yl)-2H-indazole-7-carbonitrile OC=1C=C(C2=CN(N=C2C1C#N)CC1=CC=C(C=C1)OC)C1=CCC2(OCCO2)CC1